C1(=C2N(C=N1)CCC2)C(C(=O)O)N2COC1=C(C2=O)C=C(C=C1)C1=CC=C(C=C1)C1CCN(CC1)C 2-(6,7-Dihydro-5H-pyrrolo[1,2-c]imidazol-1-yl)-2-(6-(4-(1-methylpiperidin-4-yl)phenyl)-4-oxo-2H-benzo[e][1,3]oxazin-3(4H)-yl)acetic acid